4-((1R,3S)-3-hydroxycyclohexylamino)-2-((1r,4R)-4-(methylamino)cyclohexylamino)pyrimidine-5-carbonitrile O[C@@H]1C[C@@H](CCC1)NC1=NC(=NC=C1C#N)NC1CCC(CC1)NC